O.O[C@@H](C(=O)O)[C@H](C(=O)O)O.N[C@@H]1[C@H](CC(C2=CC=C(C=C12)F)(C)C)O (1S,2S)-1-amino-7-fluoro-4,4-dimethyl-1,2,3,4-tetrahydronaphthalen-2-ol (2R,3R)-2,3-dihydroxysuccinate monohydrate